ClC1=CC=C(C=NN=C2SC(C(N2)=O)CC(=O)Cl)C=C1 2-(2-((4-chlorobenzylidene)hydrazineylidene)-4-oxothiazolidin-5-yl)acetyl chloride